CN(C=1C=CC(=C(C1)N1/C(/SCC1=O)=N/C(=O)NC1=C(C=C(C=C1)N1N=C(N=C1)C1=CC=C(C=C1)OC(F)(F)F)F)OCC(F)(F)F)C (Z)-1-(3-(5-(dimethylamino)-2-(2,2,2-trifluoroethoxy)phenyl)-4-oxothiazolidin-2-ylidene)-3-(2-fluoro-4-(3-(4-(trifluoromethoxy)phenyl)-1H-1,2,4-triazol-1-yl)phenyl)urea